O[C@@H]1C[C@H](N(C1)C([C@H](C(C)(C)C)NC(CCCCCC(=O)OC(C)(C)C)=O)=O)C(N[C@@H](C)C1=CC=C(C=C1)C1=C(N=CS1)C)=O tert-butyl 7-(((S)-1-((2s,4r)-4-hydroxy-2-(((S)-1-(4-(4-methylthiazol-5-yl) phenyl) ethyl) carbamoyl) pyrrolidin-1-yl)-3,3-dimethyl-1-oxobutan-2-yl) amino)-7-oxoheptanoate